(S)-5-(2,4-difluorophenyl)-2-(hydroxymethyl)-3,4-dihydro-2H-pyrano[2,3-b]Pyridine-7-carboxamide FC1=C(C=CC(=C1)F)C1=C2C(=NC(=C1)C(=O)N)O[C@@H](CC2)CO